BrC=1C=C(C=CC1)C=1OC=CC1 (l)-2-(3-bromophenyl)furan